(4-arachidamidobutyryl)glycine C(CCCCCCCCCCCCCCCCCCC)(=O)NCCCC(=O)NCC(=O)O